Cl.Cl.N1CC(CC2=CC=CN=C12)N 1,2,3,4-tetrahydro-1,8-naphthyridin-3-amine dihydrochloride